3-[2-(2-methoxyethoxy)ethoxy]propanoic acid COCCOCCOCCC(=O)O